CC=1C=C(C2=C(N=C(S2)NC(=O)C2CCN(CC2)S(=O)(=O)C2=CC(=C(C=C2)F)C)C1)C N-(5,7-Dimethylbenzo[d]thiazol-2-yl)-1-((4-fluoro-3-methylphenyl)sulfonyl)piperidine-4-carboxamide